CC1=NC(=CC=C1S(=O)(=O)N1CC2(C1)CN(C2)[C@@H](C)C2COC2)C(F)(F)F (S)-2-((2-methyl-6-(trifluoromethyl)pyridin-3-yl)sulfonyl)-6-(1-(oxetan-3-yl)ethyl)-2,6-diazaspiro[3.3]heptane